(2,4,6-trichlorophenyl) 7-chloro-2-(oxan-2-yl)indazole-4-carboxylate ClC1=CC=C(C2=CN(N=C12)C1OCCCC1)C(=O)OC1=C(C=C(C=C1Cl)Cl)Cl